3,5-bis(1,1-dimethylethyl)-4-hydroxybenzene CC(C)(C)C=1C=CC=C(C1O)C(C)(C)C